OCC=C 1-hydroxymethyl-ethylene